FC=1C=C2C=3CCC/C(/C3NC2=CC1F)=N\CCC1CCOCC1 (E)-6,7-difluoro-N-(2-(tetrahydro-2H-pyran-4-yl)ethyl)-2,3,4,9-tetrahydro-1H-carbazole-1-imine